N[C@H](C(=O)O)CSCNC(=O)OC(C)C1=CC2=C(OCO2)C=C1[N+](=O)[O-] (2R)-2-Amino-3-{[({[1-(6-nitrobenzo[d][1,3]dioxol-5-yl)ethoxy]carbonyl}amino)methyl]thio}propanoic acid